Cl.N1CCC(CC1)NC(C1=CC=CC=C1)=O N-(piperidin-4-yl)benzamide hydrochloride